(S)-5-chloro-2-(4-fluoro-2-methylphenoxy)-N-(2-(N-(pyrrolidin-3-yl)sulfamoyl)pyridine-4-yl)-4-(trifluoromethyl)benzamide ClC=1C(=CC(=C(C(=O)NC2=CC(=NC=C2)S(N[C@@H]2CNCC2)(=O)=O)C1)OC1=C(C=C(C=C1)F)C)C(F)(F)F